2-Chloro-4-nitro-6-(((±)-2,4,5-trimethylpiperazin-1-yl)methyl)phenol ClC1=C(C(=CC(=C1)[N+](=O)[O-])CN1C(CN(C(C1)C)C)C)O